O[C@H]1COC2=C([C@H]1NC(C1=CC=C(C=C1)C1=C3C(=NC=C1)NC=C3)=O)C=CC=C2 N-[(3R,4R)-3-Hydroxy-3,4-dihydro-2H-1-benzopyran-4-yl]-4-{1H-pyrrolo[2,3-b]pyridin-4-yl}benzamide